C1(CCCCC1)CNC(OC1=CC(=C(C=C1)O)C=1C=NC=C(C1)C1=NN=CN1COCC[Si](C)(C)C)=O 4-hydroxy-3-(5-(4-((2-(trimethylsilyl)ethoxy)methyl)-4H-1,2,4-triazol-3-yl)pyridin-3-yl)phenyl (cyclohexyl methyl)carbamate